1-(4-(aminomethyl)phenyl)propan-1-ol NCC1=CC=C(C=C1)C(CC)O